1-(tert-butoxycarbonyl)piperidin-4-yl (S)-2-(2-hydroxyphenyl)-5,6,6a,7,9,10-hexahydro-8H-pyrazino[1',2':4,5]pyrazino[2,3-c]pyridazine-8-carboxylate OC1=C(C=CC=C1)C=1C=C2C(=NN1)NC[C@@H]1N2CCN(C1)C(=O)OC1CCN(CC1)C(=O)OC(C)(C)C